NC=1C=2N(C3=CC=C(C=C3N1)C1=CC=NN1)C=C(C2)C(=O)N 4-amino-7-(1H-pyrazol-5-yl)pyrrolo[1,2-a]quinoxaline-2-carboxamide